C[C@@H](C#C)OS(=O)(=O)C methanesulfonic acid (S)-but-3-yn-2-yl ester